O-allylserine C(C=C)OC[C@H](N)C(=O)O